ClC1=CC=C(C=C1)CNC(=O)C1CN(C(C1)=O)C1=CC=CC=C1 N-[(4-chlorophenyl)methyl]-5-oxo-1-phenylpyrrolidine-3-carboxamid